N1CC(C1)CN1CCC2(CC(C2)N2CCC(CC2)N2N=C(C=3C2=NC=NC3N)C3=CC=C(C=C3)OC3=CC=CC=C3)CC1 1-(1-(7-(azetidin-3-ylmethyl)-7-azaspiro[3.5]nonan-2-yl)piperidin-4-yl)-3-(4-phenoxyphenyl)-1H-pyrazolo[3,4-d]pyrimidin-4-amine